CN(CC(=O)N1CCC(CC1)C=1C(=C2C(=CN1)NC(=C2C(C)C)C=2C=C(C=1N(C2)N=CN1)C)F)C 2-(dimethylamino)-1-(4-(4-fluoro-3-isopropyl-2-(8-methyl-[1,2,4]triazolo[1,5-a]pyridin-6-yl)-1H-pyrrolo[2,3-c]pyridin-5-yl)piperidin-1-yl)ethan-1-one